[OH-].C(C)[N+](CC1=CC(=CC=C1)S(=O)(=O)O)=C1C=CC(C=C1)=C(C1=C(C=CC=C1)S(=O)(=O)O)C1=CC=C(C=C1)N(CC1=CC(=CC=C1)S(=O)(=O)O)CC N-ethyl-N-[4-[[4-[ethyl[(3-sulfophenyl)methyl]amino]phenyl](2-sulfophenyl)methylene]-2,5-cyclohexadien-1-ylidene]-3-sulfobenzenemethanaminium hydroxide